4-Chloro-4'-((1,4-dioxaspiro[4.5]dec-8-yl)methanesulfonyl)-(1,1'-biphenyl)-2-carbonitrile ClC=1C=C(C(=CC1)C1=CC=C(C=C1)S(=O)(=O)CC1CCC2(OCCO2)CC1)C#N